OCCN DL-β-hydroxyethylamine